1,3,5-benzenetrinitrile C1(=CC(=CC(=C1)C#N)C#N)C#N